8-Bromo-2H-benzo[e][1,3]thiazine BrC1=CC=CC=2C=NCSC21